C1=C(C=CC2=CC=CC=C12)C=1C=C2C=CC(=C(C2=CC1)C1=C(C=CC2=CC(=CC=C12)C1=CC2=CC=CC=C2C=C1)OC1=CC=C(C2=CC=CC=C12)C=O)OC1=CC=C(C2=CC=CC=C12)C=O 4,4'-[(6,6'-bis(naphthalen-2-yl)[1,1'-binaphthalene]-2,2'-diyl)bis(oxy)]di(naphthalene-1-carbaldehyde)